(5-(piperidine-1-carbonyl)-1,4,5,6-tetrahydropyrrolo[3,4-c]pyrazol-3-yl)methanone N1(CCCCC1)C(=O)N1CC=2NN=C(C2C1)C=O